NC1=NC=2C=C(C(=CC2C2=C1COC2)C(=O)O)F 4-amino-7-fluoro-1,3-dihydrofuro[3,4-c]quinolin-8-carboxylic acid